NC1=NC=CC=C1S(=O)(=O)NC(=O)C=1C(=NC(=CC1)C1=CC=CC=2CCOC21)N2C(C[C@@H](C2)C)(C)C N-[(2-Amino-3-pyridyl)sulfonyl]-6-(2,3-dihydrobenzofuran-7-yl)-2-[(4S)-2,2,4-trimethylpyrrolidin-1-yl]pyridin-3-carboxamid